OC(C(C1=CC=CC=C1)NCCC(=O)N1CC2CCC(C1)N2C2=NC=C(C#N)C=C2)(C)C Racemic-6-(3-(3-((2-hydroxy-2-methyl-1-phenylpropyl)amino)propanoyl)-3,8-diazabicyclo[3.2.1]octan-8-yl)nicotinonitrile